1-(2-cyclopropylcarbamoylaminothiazolo[4,5-c]pyridin-6-yl)-1-[2-(4-morpholinyl)ethyl]-3-(4-trifluoromethoxyphenyl)urea C1(CC1)NC(=O)NC=1SC2=C(C=NC(=C2)N(C(=O)NC2=CC=C(C=C2)OC(F)(F)F)CCN2CCOCC2)N1